NCC(=O)NC1=CC(=CC=C1)CNC1=NC(=NC=2N1N=CC2C(C)C)NC2CCOCC2 2-amino-N-(3-(((8-isopropyl-2-((tetrahydro-2H-pyran-4-yl)amino)pyrazolo[1,5-a][1,3,5]triazin-4-yl)amino)methyl)phenyl)acetamide